2-{5-[2-(5-amino-7-methoxy[1,2,4]triazolo[1,5-c]quinazolin-2-yl)cyclopropyl]pyridin-3-yl}propan-2-ol NC1=NC=2C(=CC=CC2C=2N1N=C(N2)C2C(C2)C=2C=C(C=NC2)C(C)(C)O)OC